C(C)S[C@@H]1[C@H](C[C@@H](OC1)C(=O)N1[C@H](C2=CC=CC=C2CC1)C1=CC=C(C=C1)F)NC(OC(C)(C)C)=O tert-butyl ((2R,4S,5R)-5-(ethylthio)-2-((S)-1-(4-fluorophenyl)-1,2,3,4-tetrahydroisoquinoline-2-carbonyl)tetrahydro-2H-pyran-4-yl)carbamate